N-(((2S,5R)-6-hydroxy-7-oxo-1,6-diazabicyclo[3.2.1]oct-2-yl)(imino)methyl)-3,4,5,6-tetrahydropyridazine-3-carboxamide ON1[C@@H]2CC[C@H](N(C1=O)C2)C(NC(=O)C2N=NCCC2)=N